C12C(CC(CC1)C2)C(C(=O)OCC)C(C)=O ethyl 2-norbornan-2-yl-3-oxo-butanoate